2-(1-((5-methyl-2-oxo-1,3-dioxolan-4-yl)methyl)-1H-pyrazol-4-yl)-N-(1-methyl-3-(pyridin-2-yl)-1H-pyrazol-4-yl)thiazole-4-carboxamide copper nickel-tin [Sn].[Ni].[Cu].CC1C(OC(O1)=O)CN1N=CC(=C1)C=1SC=C(N1)C(=O)NC=1C(=NN(C1)C)C1=NC=CC=C1